C(C)(=O)N1CC2(C1)CC1(N(C(CN(C1=O)C1=NC=C(C=C1F)Cl)=O)CC1=CC=C(C=C1)F)C2 2-acetyl-10-(5-chloro-3-fluoropyridin-2-yl)-7-(4-fluorobenzyl)-2,7,10-triazadispiro[3.1.56.14]-dodecane-8,11-dione